FC=1C=C2C(=C(/C(/C2=CC1)=C/C1=CC=C(C=C1)S(=O)(=O)CCC1=CC=C(C=C1)F)C)CC(=O)O (Z)-2-(5-fluoro-1-(4-((4-fluorophenethyl)sulfonyl)benzylidene)-2-methyl-1H-inden-3-yl)acetic acid